N1=C(C=CC=C1)C1(CC1)NC(=O)[C@H]1CN(CC[C@@H]1NC(=O)C1=NOC(=C1)C1=C(C=C(C=C1F)F)F)[C@@H]1[C@H](CCC1)C (3S,4S)-1-((1S,2S)-2-methyl-cyclopentyl)-4-{[5-(2,4,6-trifluoro-phenyl)-isoxazole-3-carbonyl]-amino}-piperidine-3-carboxylic acid (1-pyridin-2-yl-cyclopropyl)-amide